2,5-bis(2-propyn-1-yloxy)-1,4-Benzenedicarboxaldehyde C(C#C)OC1=C(C=C(C(=C1)C=O)OCC#C)C=O